C(CCCCCCC)C=1SC2=C(N1)C=CC=C2 2-octyl-benzothiazole